(R)-2-methyl-3-(1-((4-methyl-7-(piperazin-1-yl)pyrido[3,4-d]pyridazin-1-yl)amino)ethyl)benzonitrile CC1=C(C#N)C=CC=C1[C@@H](C)NC1=C2C(=C(N=N1)C)C=NC(=C2)N2CCNCC2